FC1=C(C(=CC=C1)C)N1CCC(CC1)N 1-(2-fluoro-6-methyl-phenyl)-piperidin-4-ylamine